[(2R)-pyrrolidin-2-yl]methyl 4-[[4-[[2-(6-methyl-2-pyridyl)pyrimidin-4-yl]amino]pyrimidin-2-yl]amino]thiophene-2-carboxylate CC1=CC=CC(=N1)C1=NC=CC(=N1)NC1=NC(=NC=C1)NC=1C=C(SC1)C(=O)OC[C@@H]1NCCC1